FC(C1=NN(C(=C1)NC(C1=CC(=CC=C1)C(F)(F)F)=O)C)F N-(3-(difluoromethyl)-1-methyl-1H-pyrazol-5-yl)-3-(trifluoromethyl)benzamide